BrC=1C=C(C=CC1)[C@@H](C)N (R)-1-(3-bromophenyl)ethan-1-amine